(S)-N-(3-bromopropyl)-N-(3,4-difluorophenyl)-1-(6-methyl-4-(trifluoromethyl)pyridin-2-yl)pyrrolidine-2-carboxamide BrCCCN(C(=O)[C@H]1N(CCC1)C1=NC(=CC(=C1)C(F)(F)F)C)C1=CC(=C(C=C1)F)F